ClC1=C(C=CC(=C1)Cl)COC1CN(C1)C(=O)N1C[C@@H]2[C@@H](OCC(N2)=O)CC1 (4aR,8aS)-6-[3-[(2,4-Dichlorophenyl)methoxy]azetidine-1-carbonyl]-4,4a,5,7,8,8a-hexahydropyrido[4,3-b][1,4]oxazin-3-one